23-(4-((1-(4,4-dimethyl-2,6-dioxocyclohexylidene)-3-methylbutyl)amino)butyl)-1-(9H-fluoren-9-yl)-3,12,21-trioxo-2,7,10,16,19-pentaoxa-4,13-diazatetracosan-24-oic acid CC1(CC(C(C(C1)=O)=C(CC(C)C)NCCCCC(CC(COCCOCCNC(COCCOCCNC(OCC1C2=CC=CC=C2C=2C=CC=CC12)=O)=O)=O)C(=O)O)=O)C